C1(CC1)C=1C=C(C=2N(C1)C=C(N2)CN)C2(CCN(CC2)C)F (6-cyclopropyl-8-(4-fluoro-1-methylpiperidin-4-yl)imidazo[1,2-a]pyridin-2-yl)methanamine